N1=C(C=CC=C1CN(CC(=O)O)CC1=CC=CC(=N1)C(=O)O)CN(CC(=O)O)CC1=CC=CC(=N1)C(=O)O 6,6'-(((pyridine-2,6-diylbis(methylene))bis((carboxymethyl)azanediyl))-bis(methylene))dipicolinic acid